FC=1C(=CC(=NC1)C=1C=C(C2=C(C=C(O2)CNC(OC(C)(C)C)=O)C1)C(F)(F)F)C(=O)N1CCOCC1 tert-butyl (5-(5-fluoro-4-(morpholine-4-carbonyl)pyridin-2-yl)-7-(trifluoromethyl)benzofuran-2-yl)methylcarbamate